(E)-3-(4-(((1-(3-Cyano-4-(4-cyano-3-fluorophenyl)-5-(3-hydroxy-4-methoxyphenyl)pyridin-2-yl)piperidin-4-yl)amino)methyl)phenyl)-N-hydroxy-2-methylacryl-amide formate C(=O)O.C(#N)C=1C(=NC=C(C1C1=CC(=C(C=C1)C#N)F)C1=CC(=C(C=C1)OC)O)N1CCC(CC1)NCC1=CC=C(C=C1)/C=C(/C(=O)NO)\C